6-(2,6-difluoropyridin-4-yl)-5-((1-methyl-1H-pyrazol-3-yl)methoxy)isoindolin-1-one FC1=NC(=CC(=C1)C1=C(C=C2CNC(C2=C1)=O)OCC1=NN(C=C1)C)F